1-(4-propylphenyl)-2-oxo-1,2-dihydroquinoxaline-3-carboxylic acid C(CC)C1=CC=C(C=C1)N1C(C(=NC2=CC=CC=C12)C(=O)O)=O